C(C=C)(=O)N1[C@H](CN(CC1)C=1C2=C(N=C(N1)OC1(CC1)[C@@H]1N(CCC1)C)CN(CC2)C2=CC=CC1=CC=CC(=C21)C)CC#N 2-((S)-1-propenoyl-4-(7-(8-methylnaphthalen-1-yl)-2-(1-((R)-1-methylpyrrolidin-2-yl)cyclopropoxy)-5,6,7,8-tetrahydropyrido[3,4-d]pyrimidin-4-yl)piperazin-2-yl)acetonitrile